The molecule is a pseudohalide anion and an organonitrogen compound. It has a role as a human metabolite. It is a conjugate base of an isocyanic acid and a cyanic acid. C(=[N-])=O